OC=1C=C(C=2OC3=CC(=C(C(=C3C(C2OC)=O)OC)OC)OC)C=CC1OC 3'-hydroxy-3,5,6,7,4'-pentamethoxyflavone